C(C)(C)N1N=C(C=CC1=O)C(=O)[O-] 1-isopropyl-6-oxo-1,6-dihydropyridazine-3-carboxylate